N-(3-(3-(1-((2S,3S)-2-(hydroxymethyl)tetrahydro-2H-pyran-3-yl)-1H-pyrazol-4-yl)-2-methoxyphenyl)-1-methyl-1H-pyrazolo[3,4-c]pyridin-5-yl)cyclopropanecarboxamide OC[C@H]1OCCC[C@@H]1N1N=CC(=C1)C=1C(=C(C=CC1)C1=NN(C2=CN=C(C=C21)NC(=O)C2CC2)C)OC